bis((pivaloyloxy)methyl) ((9-((3aR,4R,6R,6aR)-2,2-dimethyl-6-((sulfamoyloxy) methyl)tetrahydrofuro[3,4-d][1,3]dioxol-4-yl)-9H-purin-6-yl)carbamoyl)-L-glutamate CC1(O[C@@H]2[C@H](O1)[C@H](O[C@H]2N2C1=NC=NC(=C1N=C2)NC(=O)N[C@@H](CCC(=O)OCOC(C(C)(C)C)=O)C(=O)OCOC(C(C)(C)C)=O)COS(N)(=O)=O)C